IC1=CN(C2=NC=C(C=C21)C2=CC=C(C=C2)N2CCN(CC2)C)[SH4]OOC2=CC=C(C=C2)C 3-iodo-1-[(4-methylphenyl)dioxy-λ6-thio]-5-[4-(4-methylpiperazin-1-yl)phenyl]pyrrolo[2,3-b]pyridine